1-{2-[6-(2-Azetidin-1-yl-pyridin-4-yl)-pyrimidin-4-ylamino]-ethyl}-fluoro-4-methoxy-1H-indole-2-carbonitrile N1(CCC1)C1=NC=CC(=C1)C1=CC(=NC=N1)NCCN1C(=C(C2=C(C=CC=C12)OC)F)C#N